i-propyltin trichloride C(C)(C)[Sn](Cl)(Cl)Cl